(S)-6-(1-(5-(6-amino-2-chloropyridin-3-yl)-7-(2-(ethyl(methyl)amino)ethyl)-1-oxo-3,4-dihydroisoquinolin-2(1H)-yl)ethyl)-4-ethoxynicotinonitrile NC1=CC=C(C(=N1)Cl)C1=C2CCN(C(C2=CC(=C1)CCN(C)CC)=O)[C@@H](C)C1=NC=C(C#N)C(=C1)OCC